FC1(CCNCC1)C1=NN=C(O1)[C@@]12CN(C[C@]2(C1)C(F)(F)F)C1=C2C=CC=NC2=C(C=C1)C#N 5-((1S,5R)-1-(5-(4-fluoropiperidin-4-yl)-1,3,4-oxadiazol-2-yl)-5-(trifluoromethyl)-3-azabicyclo[3.1.0]hexan-3-yl)quinoline-8-carbonitrile